C(C)(C)(C)OC(=O)N[C@H]1CNCCC1 (3R)-3-[(tert-butoxycarbonyl)amino]piperidin